N1N=NC2=NC(=CC=C21)C=2C=C(C(=O)NC=1C=NN(C1)CC1=CC=CC=C1)C=CC2 3-(1H-[1,2,3]Triazolo[4,5-b]pyridin-5-yl)-N-(1-benzyl-1H-pyrazol-4-yl)benzamide